FC1=CC(=C(C=C1)C=1C2=C(C(=NC1C1=NN3C(CN(CC3)C(C=C)=O)=C1)C=1C=NN(C1)C)C=CS2)OCCOC 1-[2-[7-[4-fluoro-2-(2-methoxyethoxy)phenyl]-4-(1-methylpyrazol-4-yl)thieno[3,2-c]pyridin-6-yl]-6,7-dihydro-4H-pyrazolo[1,5-a]pyrazin-5-yl]prop-2-en-1-one